ClC=1C=C(C=CC1F)N1CC=C2N1C(=CC=N2)C2=CC(=C(C=C2)OC)OC N-(3-chloro-4-fluorophenyl)-7-(3,4-dimethoxyphenyl)pyrazolo[1,5-a]pyrimidine